CN1N=C(C=C1)C1C2=C(C=3N=C(N=C(C3O1)NC1=CC=NC=C1)N1CCOCC1)C=CC=N2 (1-methyl-1H-pyrazol-3-yl)-2-morpholino-N-(pyridin-4-yl)-6H-pyrido[3',2':4,5]pyrano[3,2-d]pyrimidin-4-amine